(R)-ethyl 2-((2S,3R,6S)-2,3-bis(4-chlorophenyl)-5-oxo-6-(pyridin-4-ylmethyl)morpholino)pentanoate ClC1=CC=C(C=C1)[C@@H]1O[C@H](C(N([C@@H]1C1=CC=C(C=C1)Cl)[C@@H](C(=O)OCC)CCC)=O)CC1=CC=NC=C1